Diethyl (2-(2-methoxyphenyl)acetyl)-L-valyl-D-glutamate COC1=C(C=CC=C1)CC(=O)N[C@@H](C(C)C)C(=O)N[C@H](CCC(=O)OCC)C(=O)OCC